OC(CC(=O)[O-])CC.[Mg+2].OC(CC(=O)[O-])CC Magnesium beta-hydroxypentanoate